FC1=CC=C(C(=O)N[C@@]2([C@@H](C2)C)C2=NC=3CCCN(C3C=C2)C2=NC(=NC=C2)C)C=C1 4-fluoro-N-((1S,2R)-2-methyl-1-(5-(2-methyl-pyrimidin-4-yl)-5,6,7,8-tetrahydro-1,5-naphthyridin-2-yl)cyclopropyl)benzamide